C(C)N1N=CC(=C1)C(O)C1=NN(N=C1I)CC (1-ethyl-1H-pyrazol-4-yl)(2-ethyl-5-iodo-2H-1,2,3-triazol-4-yl)methanol